FC1=CC=C(C=C1)B1OC(CO1)(C)C 2-(4-fluorophenyl)-5,5-dimethyl-1,3,2-dioxaborolan